N[Co] aminocobalt